ammonium butyrate salt C(CCC)(=O)[O-].[NH4+]